C1=CC=C(C(=C1)/C=C/C(=O)O)C(F)(F)F The molecule is a member of the class of (trifluoromethyl)benzenes consisting of trans-cinnamic acid having a trifluoromethyl substituent at the ortho-position. It is a member of cinnamic acids and a member of (trifluoromethyl)benzenes. It derives from a trans-cinnamic acid.